C(C(=C)C)(=O)CO[Si](OC)(OC)CCC Methacryloylpropyl-trimethoxysilan